((2R,3S,5R)-3-acetoxy-5-(6-amino-8-bromo-9H-purin-9-yl)tetrahydrofuran-2-yl)methyl acetate C(C)(=O)OC[C@H]1O[C@H](C[C@@H]1OC(C)=O)N1C2=NC=NC(=C2N=C1Br)N